3-(2-chlorothiazol-5-yl)-N-(4-methyl-3-(pyridin-4-yl)-1H-pyrazol-5-yl)propenamide ClC=1SC(=CN1)C=CC(=O)NC1=C(C(=NN1)C1=CC=NC=C1)C